Cyclopropyl isocyanate C1(CC1)N=C=O